NC=1C2=C(N=CN1)N(C(=C2C2=CC=C(C=C2)OC2=NC=CC(=N2)C)C2=CC=C(C=C2)N2C(C(C[C@@H]2C)=C)=O)C (5S)-1-[4-(4-amino-7-methyl-5-{4-[(4-methylpyrimidin-2-yl)oxy]phenyl}-7H-pyrrolo[2,3-d]pyrimidin-6-yl)phenyl]-5-methyl-3-methylidenepyrrolidin-2-one